benzoic acid-4-guanidino-butyl ester N(C(=N)N)CCCCOC(C1=CC=CC=C1)=O